4-chloro-6-(trifluoromethyl)pyridine-3-carbaldehyde ClC1=C(C=NC(=C1)C(F)(F)F)C=O